C(#N)C1=C(OC=2C=C3C(N(C=NC3=CC2)C2C3CN(CC23)C(=O)OC(C)(C)C)=O)C(=CC=C1F)F tert-butyl 6-[6-(2-cyano-3,6-difluoro-phenoxy)-4-oxo-quinazolin-3-yl]-3-azabicyclo[3.1.0]hexane-3-carboxylate